methyl 6-oxo-1,6-dihydropyrimidine-4-carboxylate O=C1C=C(N=CN1)C(=O)OC